C(CCC)[Hf]CCCC Di-n-butylhafnium